CC1(CC=2C=NC=CC2N1C1=NC(=CC(=C1)C(F)(F)F)C)C(=O)NC=1C=C(C=CC1)C methyl-1-(6-methyl-4-(trifluoromethyl)pyridin-2-yl)-N-(m-tolyl)-2,3-dihydro-1H-pyrrolo[3,2-c]pyridine-2-carboxamide